(3-chloro-4-hydroxy-5-nitrophenyl)(spiro[cyclopropane-1,3'-pyrido[2,3-b][1,4]oxazin]-1'(2'H)-yl)methanone ClC=1C=C(C=C(C1O)[N+](=O)[O-])C(=O)N1C2=C(OC3(C1)CC3)N=CC=C2